2,3-dimethoxy-5-nitropyridine COC1=NC=C(C=C1OC)[N+](=O)[O-]